FC(CNC(COC1=C(C=CC=C1)P(O)(O)=O)=O)(C1=CC=C(C=C1)F)F (2-(2-((2,2-difluoro-2-(4-fluorophenyl)ethyl)amino)-2-oxoethoxy)phenyl)phosphonic acid